CC=1C=CC=C2C(NC(=NC12)CS[C@@H]1CC[C@H](CC1)CC(=O)N)=O ((trans)-4-(((8-methyl-4-oxo-3,4-dihydroquinazolin-2-yl)methyl)thio)cyclohexyl)acetamide